FC(OC=1C=C(C=CC1)C1=NN(C=2C[C@@H](CCC12)C(=O)NC(C)(C)C=1C=NC(=CC1)C(F)(F)F)C1CCOCC1)F (R)-3-(3-(difluoromethoxy)phenyl)-1-(tetrahydro-2H-pyran-4-yl)-N-(2-(6-(trifluoromethyl)pyridin-3-yl)propan-2-yl)-4,5,6,7-tetrahydro-1H-indazole-6-carboxamide